7-bromo-2,6-dichloro-8-fluoro-5-[2-(methylamino)ethoxy]-3H-quinazolin-4-one BrC1=C(C(=C2C(NC(=NC2=C1F)Cl)=O)OCCNC)Cl